3-(2,3-difluoro-4-methoxyphenyl)-1H-pyrazolo[3,4-d]pyrimidine-4-amine FC1=C(C=CC(=C1F)OC)C1=NNC2=NC=NC(=C21)N